(S)-tert-butyl 5-(((S)-1-methoxy-1-oxo-3-((S)-2-oxopyrrolidin-3-yl)propan-2-yl)carbamoyl)-6-azaspiro[2.5]octane-6-carboxylate COC([C@H](C[C@H]1C(NCC1)=O)NC(=O)[C@@H]1CC2(CC2)CCN1C(=O)OC(C)(C)C)=O